N[C@@H]1C[C@@H](CC1)NC=1C=C2C(=CC=NC2=CN1)C1=CNC2=CC=CC=C12 6-(((1R,3S)-3-aminocyclopentyl)amino)-4-(1H-indol-3-yl)-1,7-naphthyridine